3-(3-Bromophenyl)-1-(5-((5-cyclopropyl-3-(2,6-dichlorophenyl)isoxazol-4-yl)methoxy)pyrazine-2-yl)cyclobutanol BrC=1C=C(C=CC1)C1CC(C1)(O)C1=NC=C(N=C1)OCC=1C(=NOC1C1CC1)C1=C(C=CC=C1Cl)Cl